dimethylbenzyl(2-hydroxypropyl)ammonium C[N+](CC(C)O)(CC1=CC=CC=C1)C